CC1=C(C(=O)OC)C=C(C=N1)B1OC(C(O1)(C)C)(C)C methyl 2-methyl-5-(4,4,5,5-tetramethyl-1,3,2-dioxaborolan-2-yl)nicotinate